2-amino-3,3-difluoro-3-(3-(trifluoromethyl)phenyl)propanoic acid NC(C(=O)O)C(C1=CC(=CC=C1)C(F)(F)F)(F)F